CN([C@@H]1C(=C(C([C@]2(C(=C3C(C4=C(C(=CC(=C4C[C@H]3C[C@@H]12)F)NC(CN1CCCC1)=O)O)=O)O)O)=O)C(=O)N)O)C (4S,4aS,5aR,12aS)-4-(Dimethylamino)-7-fluoro-3,10,12,12a-tetrahydroxy-1,11-dioxo-9-[2-(pyrrolidin-1-yl)acetamido]-1,4,4a,5,5a,6,11,12a-octahydrotetracene-2-carboxamide